(2R,3R,4S,5R)-2-{3-[2,4-bis(trifluoromethyl)phenyl]-7H-[1,2,4]triazolo[3,4-i]purin-7-yl}-5-(hydroxymethyl)tetrahydrofuran-3,4-diol FC(C1=C(C=CC(=C1)C(F)(F)F)C1=NN=C2C=3N=CN(C3N=CN21)[C@@H]2O[C@@H]([C@H]([C@H]2O)O)CO)(F)F